3-chloro-N-[6-(3-methoxy-4-methyl-phenoxy)-3-pyridinyl]pyrazin-2-amine ClC=1C(=NC=CN1)NC=1C=NC(=CC1)OC1=CC(=C(C=C1)C)OC